BrC=1C=C(COC2OCCCC2)C=CC1 2-(3-Bromobenzyloxy)tetrahydro-2H-pyran